C(C)(C)(C)OC(=O)N1CCC(CC1)N1N=NC(=C1C)C=1C=C(C=2N(C1)N=CC2I)O[C@H](C)C2=NC=C(C=C2)F.O2C(=NCC2)C2=C(C=C(C=C2)C=2OCCN2)C=2OCCN2 1,2,4-tris(2-oxazoline-2-yl)benzene tert-Butyl-4-[4-[4-[(1R)-1-(5-fluoro-2-pyridyl)ethoxy]-3-iodo-pyrazolo[1,5-a]pyridin-6-yl]-5-methyl-triazol-1-yl]piperidine-1-carboxylate